[C@@H]1(CC(C(CC1)C(C)C)OC(COCCOCCOCCO)=O)C (1R,2S,5R)-Menthyl-11-hydroxy-3,6,9-trioxaundecanoat